N-((1S,3r)-3-(4-(2-chlorophenyl)-5-(pyrimidin-4-yl)-4H-1,2,4-triazol-3-yl)cyclobutyl)-6-fluoropyridineamide ClC1=C(C=CC=C1)N1C(=NN=C1C1=NC=NC=C1)C1CC(C1)NC(=O)C1=NC(=CC=C1)F